CNC(CO)C 2-(methylamino)propan-1-ol